FC(C(=O)O)(F)F.NC1=CC=C2C=C(NC2=C1)CNC(=O)C1(CC1)C N-((6-amino-1H-indol-2-yl)methyl)-1-methylcyclopropanecarboxamide trifluoroacetic acid salt